(1-(2-methylpyrimidin-4-yl)-1H-Pyrrolo[3,2-c]pyridin-3-yl)(phenyl)methanone CC1=NC=CC(=N1)N1C=C(C=2C=NC=CC21)C(=O)C2=CC=CC=C2